benzyl(2-((hydroxymethyl)amino)-2-oxoethyl)carbamate C(C1=CC=CC=C1)OC(NCC(=O)NCO)=O